C1NCC12OCCN(C2)C2=CC=CC(=N2)C2=NC1=CC(=NC=C1C=C2)CNC(C2=CC(=C(C=C2)C)S(=O)(=O)C)=O N-((2-(6-(5-oxa-2,8-diazaspiro[3.5]nonan-8-yl)pyridin-2-yl)-1,6-naphthyridin-7-yl)methyl)-4-methyl-3-(methylsulfonyl)benzamide